2',5-dichloro-2,4'-difluoro-N-(6-methyl-5-oxo-5,6-dihydro-1,6-naphthyridin-3-yl)-[1,1'-biphenyl]-4-carboxamide ClC1=C(C=CC(=C1)F)C1=C(C=C(C(=C1)Cl)C(=O)NC=1C=NC=2C=CN(C(C2C1)=O)C)F